F[C@H]1C[C@@H](N(C1)C1CCNCC1)C(=O)NC=1C=CC=C2C(=CNC12)C1=NC(=NC=C1F)NC=1C(=NN(C1)C)OC (2R,4S)-4-fluoro-N-(3-(5-fluoro-2-((3-methoxy-1-methyl-1H-pyrazol-4-yl)amino)pyrimidin-4-yl)-1H-indol-7-yl)-1-(piperidin-4-yl)pyrrolidine-2-carboxamide